ClC=1C(=NC=CN1)C(C)NC(C1=CC(=CC(=C1)C(F)(F)F)OCC(F)F)=O N-[1-(3-chloropyrazin-2-yl)ethyl]-3-(2,2-difluoroethoxy)-5-(trifluoromethyl)benzamide